tert-Butyl 2-(3-acetyl-5-(2-methylpyrazolo[1,5-a]pyrimidin-6-yl)-1H-indazol-1-yl)acetate C(C)(=O)C1=NN(C2=CC=C(C=C12)C=1C=NC=2N(C1)N=C(C2)C)CC(=O)OC(C)(C)C